7-bromo-3-(2-chloro-5-methylpyrimidin-4-yl)-1H-indole BrC=1C=CC=C2C(=CNC12)C1=NC(=NC=C1C)Cl